C(C)N1C2=NC(=NC(=C2N=C1C1=CC=NC=C1)C1=CC=NC=C1)C=1C=C(C(=O)N(C)C)C=CC1 3-[9-ethyl-6,8-bis(4-pyridinyl)purin-2-yl]-N,N-dimethyl-benzamide